FC(C=1C=C(CN2N=CC(=C2)C(=O)O)C=CC1CO)F 1-(3-(difluoromethyl)-4-(hydroxymethyl)benzyl)-1H-pyrazole-4-carboxylic acid